tert-butyl 3-[[tert-butyl(diphenyl)silyl]oxymethyl]-3-(chloromethylsulfonylamino)azetidine-1-carboxylate [Si](C1=CC=CC=C1)(C1=CC=CC=C1)(C(C)(C)C)OCC1(CN(C1)C(=O)OC(C)(C)C)NS(=O)(=O)CCl